C1=CC=CC=2C3=CC=CC=C3C(=CC12)C=1C=C2C=CC(=C(C2=CC1)C1=C(C=CC2=CC(=CC=C12)C=1C2=CC=CC=C2C=2C=CC=CC2C1)OC1=CC=C(C=C1)CO)OC1=CC=C(C=C1)CO {[6,6'-di(phenanthren-9-yl)[1,1'-binaphthalene]-2,2'-diyl]bis(oxy-4,1-phenylene)}dimethanol